4-(4-((1R,5S)-3,8-diazabicyclo[3.2.1]octan-3-yl)-8-fluoro-2-(3-(hydroxymethyl)pyrrolidin-1-yl)quinazolin-7-yl)naphthalen-2-ol [C@H]12CN(C[C@H](CC1)N2)C2=NC(=NC1=C(C(=CC=C21)C2=CC(=CC1=CC=CC=C21)O)F)N2CC(CC2)CO